CC1=CC(C=2CCCOC2C1=O)=O 7-Methyl-3,4-dihydro-2H-chromene-5,8-dione